C(C=C)C1N(CCC1)C1=CC(=CC=C1)OC 2-allyl-1-(3-methoxyphenyl)pyrrolidine